FC1(CN(C1)C1=CC=C(C=C1)[C@H](CNC(O)=O)NC(=O)NC=1N=C(SC1)C#C)F.COC1=C(C=CC(=C1)OC)C1=CC=CC=N1 6-(2,4-dimethyloxyphenyl)pyridine (R)-2-(4-(3,3-Difluoroazetidin-1-yl)phenyl)-2-(3-(2-ethynylthiazol-4-yl)ureido)-ethyl-carbamate